C(C)(C)C=1C=NN2C1N=C(N=C2NC2CCC(CC2)C(=O)OC2CN(CC2)C(=O)OC(C)(C)C)SC tert-butyl 3-(((1s,4s)-4-((8-isopropyl-2-(methylthio)pyrazolo[1,5-a][1,3,5]triazine-4-yl)amino)cyclohexane-1-carbonyl)oxy)pyrrolidine-1-carboxylate